NC1=NC=C(C=2C1=CNN2)NC(C(N2C(CC[C@@H](C2)C)C2=C1C=NN(C1=CC=C2)C)=O)=O |r| N-(4-amino-2H-pyrazolo[4,3-c]pyridin-7-yl)-2-oxo-2-[rac-(5S)-5-methyl-2-(1-methylindazol-4-yl)-1-piperidyl]acetamide